C(C)(C)C=1C=C(C=CC1)NC(N)=O 3-(3-isopropylphenyl)urea